2-isopropyl-6-fluoro-7-methylbenzo[d]isothiazol C(C)(C)N1SC2=C(C1)C=CC(=C2C)F